2-(2,6-dioxopiperidin-3-yl)-4-(4-(methylamino)phenoxy)isoindoline-1,3-dione O=C1NC(CCC1N1C(C2=CC=CC(=C2C1=O)OC1=CC=C(C=C1)NC)=O)=O